Cl.C1(CC1)OC1CC(CCC1)NC 3-cyclopropoxy-N-methylcyclohexan-1-amine hydrochloride